tert-butyl (2R,5S)-5-{[(benzyloxy)carbonyl]amino}-2-(5-bromo-1,3,4-oxadiazol-2-yl)piperidine-1-carboxylate C(C1=CC=CC=C1)OC(=O)N[C@H]1CC[C@@H](N(C1)C(=O)OC(C)(C)C)C=1OC(=NN1)Br